2-ethoxyethyl (R)-2-(4-((4'-(1,1,1,3,3,3-hexafluoro-2-hydroxypropan-2-yl)-[1,1'-biphenyl]-4-yl)methyl)-1-(pyridin-4-ylmethyl)piperazin-2-yl)acetate FC(C(C(F)(F)F)(O)C1=CC=C(C=C1)C1=CC=C(C=C1)CN1C[C@H](N(CC1)CC1=CC=NC=C1)CC(=O)OCCOCC)(F)F